OCCCC[C@H](N)C(=O)O 6-hydroxynorleucine